8-(4-(4-(4-fluorobenzoyl)piperidin-1-yl)butoxy)-5,6-dihydro-1H-pyrrolo[3,2,1-ij]quinolin-4(2H)-one FC1=CC=C(C(=O)C2CCN(CC2)CCCCOC=2C=C3CCC(N4C3=C(C2)CC4)=O)C=C1